methyl (2R,4S,5R,6R)-5-amino-6-((1R,2R)-3-azido-1,2-dihydroxypropyl)-4-(prop-2-yn-1-yloxy)-2-(p-tolylthio)tetrahydro-2H-pyran-2-carboxylate N[C@@H]1[C@H](C[C@](O[C@H]1[C@@H]([C@@H](CN=[N+]=[N-])O)O)(C(=O)OC)SC1=CC=C(C=C1)C)OCC#C